FC(OC1=CC=C(C=C1)C1=NC2=C(C=NC=C2)N1CC1=C(OCCCCCC(=O)O)C=CC=C1)(F)F 6-(2-((2-(4-(trifluoromethoxy)phenyl)-3H-imidazo[4,5-c]pyridin-3-yl)methyl)phenoxy)hexanoic acid